N-(6-amino-5-ethylpyridin-3-yl)-2-((2S,5R)-5-methyl-4-(1-methylcyclopropanecarbonyl)-2-(4-(4-methylpiperazin-1-yl)phenyl)piperazin-1-yl)-2-oxoacetamide NC1=C(C=C(C=N1)NC(C(=O)N1[C@H](CN([C@@H](C1)C)C(=O)C1(CC1)C)C1=CC=C(C=C1)N1CCN(CC1)C)=O)CC